(6-(difluoromethyl)-5-fluoropyridin-2-yl)((4r,5r)-3,3,7,7-tetrafluoro-4-hydroxy-1-azaspiro[4.4]nonan-1-yl)methanone FC(C1=C(C=CC(=N1)C(=O)N1CC([C@@H]([C@@]12CC(CC2)(F)F)O)(F)F)F)F